CC1=CC(=C2C3(C(N(C2=C1)[C@@H]1C[C@H](OCC1)C)=O)CC3)CC(=O)OC methyl 2-(6'-methyl-1'-((2R,4S)-2-methyltetrahydro-2H-pyran-4-yl)-2'-oxospiro[cyclopropane-1,3'-indolin]-4'-yl)acetate